ClC1=C2N=C(C=NC2=CC=C1OC=1C=CC2=C(N(C(=N2)C)COCC[Si](C)(C)C)C1F)C=1C=NN(C1)C1CC2(C1)OCCO2 2-[[6-[5-chloro-3-[1-(5,8-dioxaspiro[3.4]octan-2-yl)pyrazol-4-yl]quinoxalin-6-yl]oxy-7-fluoro-2-methyl-benzimidazol-1-yl]methoxy]ethyl-trimethyl-silane